C1=CC=C(C=C1)C2=CC(=NC(=C2)C3=NC=CN=C3)C4=NC=CN=C4 4-phenyl-2,6-bis(2'-pyrazinyl)pyridine